(R)-tert-butyl 3-((S)-3-(3-(bromomethyl)phenyl)-1-(tert-butoxy)-1-oxopropane-2-yl)pyrrolidine-1-carboxylate BrCC=1C=C(C=CC1)C[C@H](C(=O)OC(C)(C)C)[C@@H]1CN(CC1)C(=O)OC(C)(C)C